C(C)N1S(N=C(C=C1C(=O)NC1=CC=C(C=C1)OC)C1=CC(=C(C=C1)OC)C(F)(F)F)(=O)=O 2-ethyl-5-[4-methoxy-3-(trifluoromethyl)phenyl]-N-(4-methoxyphenyl)-1,1-dioxo-2H-1λ6,2,6-thiadiazine-3-carboxamide